ClC1=C2C=CNC2=CC(=C1)NC1=CC(=CC(=N1)C#N)NC1=CC(=CC(=C1)C(F)(F)F)F 6-[(4-chloro-1H-indol-6-yl)amino]-4-{[3-fluoro-5-(trifluoromethyl)phenyl]amino}pyridine-2-carbonitrile